BrC=1C=CC(=NC1)N1N=NC(=C1)C 5-bromo-2-(4-methyltriazol-1-yl)pyridine